5-Chloro-N-(1-(3,3-dimethylbutyl)piperidin-3-yl)-1-ethyl-3-(5-methylisoxazol-3-yl)-1H-pyrazole-4-carboxamide ClC1=C(C(=NN1CC)C1=NOC(=C1)C)C(=O)NC1CN(CCC1)CCC(C)(C)C